NC1=C(N=C(S1)C1=C(C=CC=C1F)F)C(=O)NC=1C(=C2C(=NC1)CCC2)N2CC(CCC2)(C)N 5-amino-N-[4-(3-amino-3-methylpiperidin-1-yl)-6,7-dihydro-5H-cyclopenta[b]pyridin-3-yl]-2-(2,6-difluorophenyl)-1,3-thiazole-4-carboxamide